(3S)-3-(4-fluoro-2',4',5,6'-tetramethyl-[1,1'-biphenyl]-3-yl)-3-(2-(5-(2-(3-fluoroazetidin-1-yl)ethyl)-2-oxopyridin-1(2H)-yl)-4-methylpentanamido)propanoic acid FC1=C(C=C(C=C1C)C1=C(C=C(C=C1C)C)C)[C@H](CC(=O)O)NC(C(CC(C)C)N1C(C=CC(=C1)CCN1CC(C1)F)=O)=O